3-O-cetyl-L-ascorbic acid C(CCCCCCCCCCCCCCC)OC1=C(C(=O)O[C@@H]1[C@@H](O)CO)O